ClC1=CC(=C2C(=N1)NC=C2)C=2N=NN(C2)CC2=CC=CC(=N2)C(C)(C)O 2-(6-((4-(6-Chloro-1H-pyrrolo[2,3-b]pyridin-4-yl)-1H-1,2,3-triazole-1-yl)methyl)pyridin-2-yl)propan-2-ol